CN(CCN(C1=C(C=C(C(=C1)OC)NC1=NC=CC(=N1)C=1C=C(C2=C(N(C(=N2)CF)C(C)C)C1)F)NC(C=C)=O)C)C N-(2-((2-(dimethylamino)ethyl)(methyl)amino)-5-((4-(4-fluoro-2-(fluoromethyl)-1-isopropyl-1H-benzo[d]imidazole-6-yl)pyrimidin-2-yl)amino)-4-methoxyphenyl)acrylamide